C(#N)C1(CC1)C=1C=C(C(=O)OC)C=C(C1)OC(F)F methyl 3-(1-cyanocyclopropyl)-5-(difluoromethoxy)benzoate